(4S,5S)-4-((tert-butyldimethylsilyl)oxy)-1-((6-(4-(difluoromethyl)-2-fluorophenoxy)pyridin-3-yl)methyl)-5-methylpyrrolidine-2-one [Si](C)(C)(C(C)(C)C)O[C@H]1CC(N([C@H]1C)CC=1C=NC(=CC1)OC1=C(C=C(C=C1)C(F)F)F)=O